2-(methacryloyloxymethyl)oxetane (2R,3R,4R,5R,6R)-5-acetamido-2-(acetoxymethyl)-6-((5-((2,5-dioxopyrrolidin-1-yl)oxy)-5-oxopentyl)oxy)tetrahydro-2H-pyran-3,4-diyl-diacetate C(C)(=O)N[C@@H]1[C@@H]([C@H]([C@@H](O[C@H]1OCCCCC(=O)ON1C(CCC1=O)=O)COC(C)=O)CC(=O)O)CC(=O)O.C(C(=C)C)(=O)OCC1OCC1